C(N)(=O)C=1C=C2CN(CC2=CC1)C1=NC2=C(C=C(C=C2C(N1C)=O)C)C(C)NC1=C(C(=O)O)C=CC=C1 2-((1-(2-(5-carbamoylisoindolin-2-yl)-3,6-dimethyl-4-oxo-3,4-dihydroquinazolin-8-yl)ethyl)amino)benzoic acid